C1(=CC=CC=2C3=CC=CC=C3CC12)C=1NOC2=C(C1)C=CC=C2 Fluorenylbenzoxazine